[Si](C)(C)(C(C)(C)C)OCCNC1=CC=C(C=C1)CCCC(C(=O)O)(C)C 5-(4-((2-((tert-butyldimethylsilyl)oxy)ethyl)amino)phenyl)-2,2-dimethylpentanoic acid